C1(CC1)C1=NC(=CC(=N1)C(=O)NC1=CC(=CC=C1)[C@@H](CC1=NN=CN1C)C)C1CC1 (R)-2,6-dicyclopropyl-N-(3-(1-(4-methyl-4H-1,2,4-triazol-3-yl)propan-2-yl)phenyl)pyrimidine-4-carboxamide